C(CCCCCCCCCCCCCCCCCCCCCCCCCCC)(=O)O Montanoic acid